FC1=CC(=C(C=C1C1=CC2CCC(C1)N2C2=NC=CC=N2)NC(=O)C2=CNC(C=C2C(F)(F)F)=O)N2C[C@H](N([C@H](C2)C)C)C |r| N-[4-fluoro-5-(8-pyrimidin-2-yl-8-azabicyclo[3.2.1]oct-2-en-3-yl)-2-[rac-(3R,5S)-3,4,5-trimethylpiperazin-1-yl]phenyl]-6-oxo-4-(trifluoromethyl)-1H-pyridine-3-carboxamide